tert-Butyl 4-((5-bromo-4-(2-fluorophenyl)-2-oxopyridin-1(2H)-yl)methyl)-4-hydroxy-3,3-dimethylpiperidine-1-carboxylate BrC=1C(=CC(N(C1)CC1(C(CN(CC1)C(=O)OC(C)(C)C)(C)C)O)=O)C1=C(C=CC=C1)F